ClC(OC1=CC=C(C=C1)NC(=O)C1=CC(=C2C3(C(NC2=C1)=O)CCCCC3)C=3C=NC=NC3)(F)F N-(4-(chlorodifluoromethoxy)phenyl)-2'-oxo-4'-(pyrimidin-5-yl)spiro[cyclohexane-1,3'-indoline]-6'-carboxamide